CC=1C=C2C(C(NC2=CC1)=O)=NN=C1SCC(N1C1=CC=C(C=C1)Br)=O 5-methyl-3-(2-(3-(4-bromophenyl)-4-oxothiazolidine-2-ylidene)hydrazono)-1H-indol-2-one